5-amino-3-(prop-1-en-2-yl)pyrazine-2-carbonitrile NC=1N=C(C(=NC1)C#N)C(=C)C